FC=1C=C(C=NO)C=C(C1)F N-(3,5-difluorobenzylidene)hydroxylamine